FC(C1=NN=C(S1)N1C(NC2=C1C=CC=C2)=O)F 3-[5-(difluoromethyl)-1,3,4-thiadiazol-2-yl]-1H-benzimidazol-2-one